4-(hexahydropyrrolo[1,2-a]pyrazin-2(1H)-yl)-1H-benzo[d]-imidazole C1C2N(CCN1C1=CC=CC=3NC=NC31)CCC2